BrCC1CC(C1)(C)C 3-(bromomethyl)-1,1-dimethylcyclobutane